FC1=NN2C(N=C(C=C2)C=2C=C(O[C@H](CN3N=NN=C3)C)C=CC2)=C1 1-[(2S)-2-(3-{2-fluoropyrazolo[1,5-a]pyrimidin-5-yl}phenoxy)propyl]-1H-tetrazole